N-salicylidenepropylenediamine C(C=1C(O)=CC=CC1)=NCC(C)N